tert-Butyl 3-[[(1R)-1-[3,6-dimethyl-2-(2-methylindazol-5-yl)-4-oxo-chromen-8-yl]ethyl]amino]-6-methyl-pyridine-2-carboxylate CC1=C(OC2=C(C=C(C=C2C1=O)C)[C@@H](C)NC=1C(=NC(=CC1)C)C(=O)OC(C)(C)C)C1=CC2=CN(N=C2C=C1)C